rac-(R)-3-(6-(4-fluoro-4-(hydroxymethyl)piperidin-1-yl)pyridin-3-yl)piperidine-2,6-dione FC1(CCN(CC1)C1=CC=C(C=N1)[C@@H]1C(NC(CC1)=O)=O)CO |r|